N-(tert-amyl)undecane-1,11-diamine C(C)(C)(CC)NCCCCCCCCCCCN